NC1=NNC(C2=C1N(N=C2[C@@H]2CN(CCC2)C(C#CC)=O)C2=CC=C(C=C2)OC2=C(C=CC=C2F)F)=O (S)-7-Amino-3-(1-(but-2-ynoyl)piperidin-3-yl)-1-(4-(2,6-difluorophenoxy)phenyl)-1,5-dihydro-4H-pyrazolo[3,4-d]pyridazin-4-on